2-(2-(2-chloroethoxy)ethoxy)acetyl chloride ClCCOCCOCC(=O)Cl